2-(6-((E)-((1S,2R,5R)-2-fluoro-9-azabicyclo[3.3.1]nonan-3-ylidene)methyl)-1,2,4-triazin-3-yl)-5-(1H-imidazol-1-yl)phenol F[C@H]\1[C@@H]2CCC[C@H](C/C1=C\C1=CN=C(N=N1)C1=C(C=C(C=C1)N1C=NC=C1)O)N2